1-(cis-2-(5-chloro-7-fluoro-6-(3-hydroxy-1-naphthalenyl)-2,1-benzothiazol-3-yl)-2,6-diazabicyclo[3.2.0]heptan-6-yl)-2-propen-1-one ClC=1C(=C(C=2C(=C(SN2)N2[C@@H]3CN([C@@H]3CC2)C(C=C)=O)C1)F)C1=CC(=CC2=CC=CC=C12)O